Ethyl (R)-4-(1-(3-amino-6-chloropyridazin-4-yl)piperidin-3-yl)-3-chlorobenzoate NC=1N=NC(=CC1N1C[C@H](CCC1)C1=C(C=C(C(=O)OCC)C=C1)Cl)Cl